N1(N=NC2=C1C=CC=C2)C(=[N+](C)C)N(C)C N-[(1H-benzotriazol-1-yl)(dimethylamino)-methylene]-N-methylmethanaminium